COCCOC1=CC=C(C=C1)C=1C(=NC(=CN1)CCC(F)(F)F)N1CCC(CC1)C(=O)O 1-(3-(4-(2-methoxyethoxy)phenyl)-6-(3,3,3-trifluoropropyl)pyrazin-2-yl)piperidine-4-carboxylic acid